7-(benzyloxy)-6-methoxy-4-methylphthalazin-1(2H)-one C(C1=CC=CC=C1)OC1=C(C=C2C(=NNC(C2=C1)=O)C)OC